C1CC12CN(CC2)CC2=CC1=C(C(N(C=C1C1CC1)C1=CC(=CC=C1)C1(CC3(CC3)C1)C1=NN=CN1C)=O)N2COCC[Si](C)(C)C 2-(5-azaspiro[2.4]heptan-5-ylmethyl)-4-cyclopropyl-6-[3-[5-(4-methyl-1,2,4-triazol-3-yl)spiro[2.3]hexan-5-yl]phenyl]-1-(2-trimethylsilylethoxymethyl)pyrrolo[2,3-c]pyridin-7-one